3-(bis(5-hydroxy-1-(4-(2-hydroxyphenyl)thiazol-2-yl)-3-methyl-1H-pyrazol-4-yl)methyl)benzoic acid OC1=C(C(=NN1C=1SC=C(N1)C1=C(C=CC=C1)O)C)C(C=1C=C(C(=O)O)C=CC1)C=1C(=NN(C1O)C=1SC=C(N1)C1=C(C=CC=C1)O)C